3-(4-bromophenyl)-1-(4-hydroxyphenyl)-2-propen-1-one BrC1=CC=C(C=C1)C=CC(=O)C1=CC=C(C=C1)O